(2S)-N-[(1S)-1-benzyl-2-[[(1S)-1-cyano-2-(6-methyl-2-oxo-1H-quinolin-3-yl)ethyl]amino]-2-oxo-ethyl]-N,3,3-trimethyl-2-[(2,2,2-trifluoroacetyl)amino]butanamide C(C1=CC=CC=C1)[C@@H](C(=O)N[C@@H](CC=1C(NC2=CC=C(C=C2C1)C)=O)C#N)N(C([C@H](C(C)(C)C)NC(C(F)(F)F)=O)=O)C